C(CCCCC)B(O)O 1-hexylboronic acid